C1(CC1)C1=C(C(=NO1)C1=C(C=NC=C1Cl)Cl)C1=CC2(C1)CCN(CC2)C=2C=C1C(=CC(=NC1=CC2)C(=O)O)OCC 6-(2-(5-cyclopropyl-3-(3,5-dichloropyridin-4-yl)isoxazol-4-yl)-7-azaspiro[3.5]non-1-en-7-yl)-4-ethoxyquinoline-2-carboxylic acid